C1(=C(C=CC=C1)NC1=CC=2C(C3=CC=CC=C3C2C=C1)(C)C)C1=CC=CC=C1 [1,1'-biphenyl]-2-yl(9,9-dimethyl-9H-fluoren-2-yl)amine